(2S,3S)-methyl 3-(allyloxy)-1-((S)-2-((S)-3-(3-allylphenyl)-2-((tert-butoxycarbonyl)amino)propanamido)-3-(5-fluoro-1H-indol-3-yl)propanoyl)pyrrolidine-2-carboxylate C(C=C)O[C@@H]1[C@H](N(CC1)C([C@H](CC1=CNC2=CC=C(C=C12)F)NC([C@H](CC1=CC(=CC=C1)CC=C)NC(=O)OC(C)(C)C)=O)=O)C(=O)OC